2,2'-((2-(benzyl(2-hydroxybenzyl)amino)ethyl)azanediyl)diacetic Acid, 2,2,2-trifluoroacetate Salt FC(C(=O)O)(F)F.C(C1=CC=CC=C1)N(CCN(CC(=O)O)CC(=O)O)CC1=C(C=CC=C1)O